ethyl 2-(4-(((tert-butoxycarbonyl)amino)methyl)phenyl)thiazole-4-carboxylate C(C)(C)(C)OC(=O)NCC1=CC=C(C=C1)C=1SC=C(N1)C(=O)OCC